2'-O-methyl-guanosine-5'-triphosphate P(O)(=O)(OP(=O)(O)OP(=O)(O)O)OC[C@@H]1[C@H]([C@H]([C@@H](O1)N1C=NC=2C(=O)NC(N)=NC12)OC)O